Br[C@H]1CNCCC1 |r| (±)-3-bromopiperidine